4-(2,6-difluoro-4-methoxybenzyl)-N-hydroxy-3-oxo-3,4-dihydro-2H-benzo[b][1,4]oxazine-6-carboxamide FC1=C(CN2C3=C(OCC2=O)C=CC(=C3)C(=O)NO)C(=CC(=C1)OC)F